(R)-(3-aminopiperidin-1-yl)(2-(1-(cyclopropylmethyl)-7-(2-(2-methyl-1H-imidazol-1-yl)ethoxy)-1H-pyrrolo[2,3-c]pyridin-2-yl)-3-methylpyrazolo[1,5-a]pyridin-6-yl)methanone N[C@H]1CN(CCC1)C(=O)C=1C=CC=2N(C1)N=C(C2C)C2=CC=1C(=C(N=CC1)OCCN1C(=NC=C1)C)N2CC2CC2